C1(CCC1)CC(=O)NC=1C=C(SC1)C1=CN=CC(=N1)C1=CC(=C(C(=O)N(C2CC3(CN(C3)C)C2)C)C=C1)OC 4-(6-(4-(2-cyclobutylacetamido)thiophen-2-yl)pyrazin-2-yl)-2-methoxy-N-methyl-N-(2-methyl-2-azaspiro[3.3]heptan-6-yl)benzamide